NC1=NC=NC=2N(C3=CC=C(C=C3C21)F)CC(=O)OCCCC butyl 2-(4-amino-6-fluoro-9H-pyrimido[4,5-b]indol-9-yl)acetate